BrC=1C=CC2=C(N(C(N2)=N)C[C@H]2C[C@H](CC2)COC2=C(C=NN2C)C=2C=C(C(=O)[O-])C=C(N2)C)C1 2-(5-(((1S,3R)-3-((6-bromo-2-imino-2,3-dihydro-1H-benzo[d]imidazol-1-yl)methyl)cyclopentyl)methoxy)-1-methyl-1H-pyrazol-4-yl)-6-methylisonicotinate